C(C)OC(=O)C=1N=CC=2CN(CCC2C1)C1=CC(=NC(=C1)N1CC2(CCOC2)CC1)F 7-(2-fluoro-6-(2-oxa-7-azaspiro[4.4]nonan-7-yl)pyridin-4-yl)-5,6,7,8-tetrahydro-2,7-naphthyridine-3-carboxylic acid ethyl ester